CC=1C=C(C=CC1)/C=C/C(=O)N1CCN(CC1)C(CC1=C(NC2=CC=CC=C12)C1=CC=C(C=C1)F)=O (E)-3-(3-methylphenyl)-1-(4-(2-(2-(4-fluorophenyl)-1H-indol-3-yl)acetyl)piperazin-1-yl)prop-2-en-1-one